4-[4-(2-methoxyphenoxy)piperidin-1-yl]-1-methyl-2-oxo-1,2-dihydroquinoline-3-carbonitrile COC1=C(OC2CCN(CC2)C2=C(C(N(C3=CC=CC=C23)C)=O)C#N)C=CC=C1